ClC1=CC=2N(C=C1)C(=C(N2)C2=C(C=C(C=C2F)S(=O)(=O)N(CC2=CC=C(C=C2)OC)CC2=CC=C(C=C2)OC)F)C[C@H]2CNCCO2 (S)-4-(7-chloro-3-(morpholin-2-ylmethyl)imidazo[1,2-a]pyridin-2-yl)-3,5-difluoro-N,N-bis(4-methoxybenzyl)benzenesulfonamide